4-bromo-2-chloro-6-methyl-benzenamine BrC1=CC(=C(C(=C1)C)N)Cl